COC(=O)C=1NC(C=CC1C1=CC=C2C=CN(C2=C1F)C(C(C)C)=O)(C)F 6-fluoro-6-methyl-(7-fluoro-1-isobutyryl-1H-indol-6-yl)pyridine-2-carboxylic acid methyl ester